C(C)([2H])([2H])[C@@H]1C[C@@H](N(CC1)C(=O)N[C@@H](C)\C=C\S(=O)(=O)C)C1=CC=CC=C1 (2R,4S)-4-(ethyl-1,1-d2)-N-((S,E)-4-(methylsulfonyl)but-3-en-2-yl)-2-phenylpiperidine-1-carboxamide